7-oxabicyclo(4.1.0)heptane-3-carboxylic acid-2-ethylhexyl ester C(C)C(COC(=O)C1CC2OC2CC1)CCCC